C1(=CC=CC=C1)C1=CC(=C(C=C1)[O-])N=NC1=C(C=CC=C1)[O-] 4-phenylazophenolate